pivaloxymethylbutyrate C(C(C)(C)C)(=O)OCOC(CCC)=O